phenyl[(naphthobenzothiophenyl)phenyl]anthracene-d5 C1(=CC=CC=C1)C=1C(=C2C(=C3C(=C(C(=C(C3=CC2=CC1)[2H])[2H])[2H])[2H])[2H])C1=C(C=CC=C1)C1=CSC=2C1=CC=C1C2C=CC2=CC=CC=C21